tert-butyl (2R,6S)-2-((S)-6,8-dichloro-1-methyl-1,2,3,4-tetrahydroisoquinoline-2-carbonyl)-6-(methoxymethyl)morpholine-4-carboxylate ClC=1C=C2CCN([C@H](C2=C(C1)Cl)C)C(=O)[C@H]1CN(C[C@H](O1)COC)C(=O)OC(C)(C)C